1-(2-(3-hydroxyazetidin-1-yl)-2-oxoethyl)-3,5-dimethyl-1H-pyrazol OC1CN(C1)C(CN1N=C(C=C1C)C)=O